FC(C1=C(C=CC=C1)C1CCOC2=CC=C(C=C12)COC1=CC2=C(C=N1)[C@H]1[C@@H](C2)[C@@H]1C(=O)OCC)(F)F (5aR,6S,6aS)-ethyl 3-((4-(2-(trifluoromethyl)phenyl)chroman-6-yl)methoxy)-5,5a,6,6a-tetrahydrocyclopropa[4,5]cyclopenta[1,2-c]pyridine-6-carboxylate